6-amino-2-chloro-7-(3-hydroxy-2,6-dimethylphenyl)-7H-pyrrolo[2,3-d]pyrimidine-5-carboxamide NC1=C(C2=C(N=C(N=C2)Cl)N1C1=C(C(=CC=C1C)O)C)C(=O)N